1-(2-{[1-(4-fluorophenyl)-4-methyl-1H-1,2,3-triazol-5-yl]methoxy}-5H,6H,7H-pyrrolo[3,4-b]pyridin-6-yl)-2-methylpropan-1-one FC1=CC=C(C=C1)N1N=NC(=C1COC1=CC=C2C(=N1)CN(C2)C(C(C)C)=O)C